N-[3-[(2-pyrido[2,3-d]pyrimidin-4-yl-2,7-diazaspiro[3.5]nonan-7-yl)methyl]phenyl]ethanesulfonamide N1=CN=C(C2=C1N=CC=C2)N2CC1(C2)CCN(CC1)CC=1C=C(C=CC1)NS(=O)(=O)CC